O=C1N(C(C2=CC=CC=C12)=O)C1CN(CC(C1=O)C)C(=O)OC(C)(C)C tert-Butyl 3-(1,3-dioxoisoindolin-2-yl)-5-methyl-4-oxopiperidine-1-carboxylate